(5'-bromospiro[cyclopentane-1,3'-indolin]-1'-yl)(3-((4,4-difluoropiperidin-1-yl)sulfonyl)phenyl)methanone BrC=1C=C2C3(CN(C2=CC1)C(=O)C1=CC(=CC=C1)S(=O)(=O)N1CCC(CC1)(F)F)CCCC3